NC1=C(C(=NN1C1CCC(CC1)(C)C)C1=CC=C(C=C1)Br)C#N 5-amino-3-(4-bromophenyl)-1-(4,4-dimethylcyclohexyl)pyrazole-4-carbonitrile